C(C1=CC=CC=C1)OCC(F)C1(CNCCC1)N 3-(2-(benzyloxy)-1-fluoroethyl)piperidin-3-amine